5-METHOXYPENTANAL COCCCCC=O